NC=1C(=NC(=C(N1)F)C1=CC(=C(C=C1)C1CCOCC1)CN(C)C)C=1C=C2C(=CNC(C2=CC1)=O)C 6-(3-amino-6-(3-((dimethylamino)methyl)-4-(tetrahydro-2H-pyran-4-yl)phenyl)-5-fluoropyrazin-2-yl)-4-methylisoquinolin-1(2H)-one